(Z)-5-(pyridin-3-ylethynyl)furan-2-carbaldehyde oxime hydrochloride Cl.N1=CC(=CC=C1)C#CC1=CC=C(O1)\C=N/O